C(CCC)O[SiH3] butoxysilane